5-(2-(1H-indol-3-yl)ethyl)-2-((1-methylpiperidin-4-yl)methyl)-6-((tetrahydro-2H-pyran-4-yl)methyl)-5,6,7,8-tetrahydro-[1,3]dioxolo[4,5-g]isoquinoline N1C=C(C2=CC=CC=C12)CCC1N(CCC=2C=C3C(=CC12)OC(O3)CC3CCN(CC3)C)CC3CCOCC3